4-(3-Chloro-2-fluoro-6-methoxyphenyl)-N-(6-(2-hydroxyethoxy)benzo[d]thiazol-2-yl)-6-methylnicotinamide ClC=1C(=C(C(=CC1)OC)C1=CC(=NC=C1C(=O)NC=1SC2=C(N1)C=CC(=C2)OCCO)C)F